C[C@@H]1NCC=2N(C1)N=CC2N2S(NCC2)(=O)=O 2-[(6S)-6-methyl-4,5,6,7-tetrahydropyrazolo[1,5-a]pyrazin-3-yl]-1,2,5-thiadiazolidine 1,1-dioxide